2-fluoro-5-(5-fluoro-4-oxo-3-(trifluoromethyl)-4,5,6,7-tetrahydro-1H-indol-1-yl)benzaldehyde FC1=C(C=O)C=C(C=C1)N1C=C(C=2C(C(CCC12)F)=O)C(F)(F)F